C(=O)O.C(C)N1C(NC2=C(C1=O)SC(=C2)CN2CCN(CC2)C=2C=CC(=NC2)C(=O)NC)=O 5-(4-((3-ethyl-2,4-dioxo-1,2,3,4-tetrahydrothieno[3,2-d]pyrimidin-6-yl)methyl)piperazin-1-yl)-N-methylpicolinamide formate